N1=CNC2=C1C=CC(=C2)C=CC(=O)C2=C(C=C(C=C2OC)OC)O 3-(3H-Benzimidazol-5-yl)-1-(2-hydroxy-4,6-dimethoxyphenyl)prop-2-en-1-one